FC1(C(C2=C(C(=C(C(=C2C(C1(F)F)(F)F)F)F)C(C(F)(F)F)(C(F)(F)F)F)F)=O)C(C(C(C(F)(F)F)(F)F)(F)F)(F)F perfluorobutyl-7-isopropyl-tetralone